tert-butyl 4-((6-cyano-7-fluoro-2H-indazol-2-yl)methyl)-5-methoxy-7-methyl-1H-indole-1-carboxylate C(#N)C=1C=CC2=CN(N=C2C1F)CC1=C2C=CN(C2=C(C=C1OC)C)C(=O)OC(C)(C)C